Methyl 3-(bis(tert-butoxycarbonyl)amino)-4-methylthiophene-2-carboxylate C(C)(C)(C)OC(=O)N(C1=C(SC=C1C)C(=O)OC)C(=O)OC(C)(C)C